O=C1NC(CCC1N1C(C2=CC=CC=C2C(=C1)CCCNC(C)=O)=O)=O N-(3-(2-(2,6-dioxopiperidin-3-yl)-1-oxoisoquinolin-4-yl)propyl)acetamide